5-bromo-1-((3-fluoro-4-methoxyphenyl)sulfonyl)-2,3-dihydro-1H-benzo[b]azepine-4-carbaldehyde BrC=1C2=C(N(CCC1C=O)S(=O)(=O)C1=CC(=C(C=C1)OC)F)C=CC=C2